1-(1-(2-aminothiazol-5-yl)-2-(3,3-difluoroazetidine-1-yl)ethyl)-5-chloropyridin-2(1H)-one NC=1SC(=CN1)C(CN1CC(C1)(F)F)N1C(C=CC(=C1)Cl)=O